Kalium butoxid [O-]CCCC.[K+]